ClC=1C=CC(=C(C1)[C@H]1C[C@H](C1)NC(=O)C=1N=NN(C1)[C@@H](C)C=1C=NC(=C(C1C)F)N1C([C@@H]2C[C@@H]2C1)=O)C#N |o1:19| N-((cis)-3-(5-chloro-2-cyanophenyl)cyclobutyl)-1-((S or R)-1-(5-fluoro-4-methyl-6-((1R,5S)-2-oxo-3-azabicyclo[3.1.0]hexan-3-yl)pyridin-3-yl)ethyl)-1H-1,2,3-triazole-4-carboxamide